tetradecyl (S)-2-(((S)-(((2R,3S,5R)-5-(6-amino-2-fluoro-9H-purin-9-yl)-2-ethynyl-3-hydroxytetrahydrofuran-2-yl)methoxy)(phenoxy)phosphoryl)amino)-3-(3,5-difluorophenyl)propanoate NC1=C2N=CN(C2=NC(=N1)F)[C@H]1C[C@@H]([C@@](O1)(C#C)CO[P@](=O)(OC1=CC=CC=C1)N[C@H](C(=O)OCCCCCCCCCCCCCC)CC1=CC(=CC(=C1)F)F)O